sodium allylsuccinic acid C(C=C)C(C(=O)O)CC(=O)O.[Na]